tert-butyl 3-(5-acetylthiophen-3-yl)-2,5-dihydro-1H-pyrrole-1-carboxylate C(C)(=O)C1=CC(=CS1)C=1CN(CC1)C(=O)OC(C)(C)C